7-((3r,4r)-4-methoxytetrahydrofuran-3-yl)-2-(methylsulfonyl)-7H-pyrrolo[2,3-d]pyrimidine-6-carbonitrile CO[C@@H]1[C@@H](COC1)N1C(=CC2=C1N=C(N=C2)S(=O)(=O)C)C#N